COC(=CCC(OC)OC)OC 1,1,4,4-tetramethoxybutene